valproic acid propionate C(CC)(=O)O.C(C(CCC)CCC)(=O)O